Cl.NC1=NC(=NC=2N1N=C(N2)C=2OC=CC2)N2C[C@@H](CCC2)CN2CCN(CC2)C2=C(C=C(C(=O)O)C=C2)C(F)(F)F (S)-4-(4-((1-(7-amino-2-(furan-2-yl)-[1,2,4]triazolo[1,5-a][1,3,5]triazin-5-yl)piperidin-3-yl)methyl)piperazin-1-yl)-3-(trifluoromethyl)benzoic acid hydrochloride